(3S,10R,13S)-10,13-dimethyl-17-(pyrimidin-5-yl)-2,3,4,7,8,9,10,11,12,13,14,15-dodecahydro-1H-cyclopenta[a]phenanthren-3-amine C[C@]12C3CC[C@@]4(C(=CCC4C3CC=C2C[C@H](CC1)N)C=1C=NC=NC1)C